ClC1=NN2C(N=C(C=C2)N2[C@H](C[C@@H](C2)F)C2=C(C=CC(=C2)F)F)=C1NC(=S)NC1CC1 1-(2-chloro-5-((2R,4S)-2-(2,5-difluorophenyl)-4-fluoropyrrolidin-1-yl)pyrazolo[1,5-a]pyrimidin-3-yl)-3-cyclopropylthiourea